BrC=1C(=C(COC2=C3CC4=C(CN(CC4=C2)C(=O)OC(C)(C)C)C=C3)C=CC1)C tert-butyl 6-((3-bromo-2-methylbenzyl) oxy)-1H-benzo[des]isoquinoline-2(3H)-carboxylate